ClC=1C=C(C#N)C=CC1N1N=CC=2C=NC(=CC21)NC2=NC=NC(=C2)NC 3-chloro-4-(6-((6-(methylamino)pyrimidin-4-yl)amino)-1H-pyrazolo[4,3-c]pyridin-1-yl)benzonitrile